COC(=O)C1CC(C2=C1C=NC=1N2N=C(C1)F)(C)C=1C=NN(C1)CC1CC1 8-(1-(cyclopropylmethyl)-1H-pyrazol-4-yl)-2-fluoro-8-methyl-7,8-dihydro-6H-cyclopenta[e]pyrazolo[1,5-a]pyrimidine-6-carboxylic acid methyl ester